3,4-diamino-2-methoxy-benzamide NC=1C(=C(C(=O)N)C=CC1N)OC